N-(3-cyano-4-methyl-1H-indol-7-yl)-1-(3-hydroxypropyl)pyrazole-4-sulfonamide C(#N)C1=CNC2=C(C=CC(=C12)C)NS(=O)(=O)C=1C=NN(C1)CCCO